α-rhamnosyl-(1→6)glucose [C@@H]1([C@H](O)[C@H](O)[C@@H](O)[C@@H](O1)C)OC[C@H]([C@H]([C@@H]([C@H](C=O)O)O)O)O